N-(4-methoxyphenyl)-N-(2-(4-(thiophen-2-ylmethyl)piperazin-1-yl)ethyl)furan-2-carboxamide COC1=CC=C(C=C1)N(C(=O)C=1OC=CC1)CCN1CCN(CC1)CC=1SC=CC1